C1(CC1)[C@H](C(C)(C)O)N1C(C2=C(C(=C(C=C2C1)F)F)C1=CC=C(C=C1)C=1OC(=NN1)C)=O (R)-2-(1-cyclopropyl-2-hydroxy-2-methylpropyl)-5,6-difluoro-7-(4-(5-methyl-1,3,4-oxadiazol-2-yl)phenyl)isoindolin-1-one